C(C1=CC=CC=C1)OC1=CC(=C(C=C1)C1=CC(=C2C(=NNC2=C1)C(OCC)OCC)F)CC 6-(4-(benzyloxy)-2-ethylphenyl)-3-(diethoxymethyl)-4-fluoro-1H-indazole